6-chloro-4-((3as,6ar)-4,4-dimethyl-5-(methylsulfonyl)hexahydropyrrolo[3,4-c]pyrrol-2(1H)-yl)-1H-indazole ClC1=CC(=C2C=NNC2=C1)N1C[C@@H]2CN(C([C@@H]2C1)(C)C)S(=O)(=O)C